NC1=C(C(N(C2=CC(=CC=C12)OC(F)(F)F)C=1C=NC(=CC1)N)=O)C(=O)OC methyl 4-amino-1-(6-aminopyridin-3-yl)-2-oxo-7-(trifluoromethoxy)-1,2-dihydroquinoline-3-carboxylate